NC1=C2C(=NC=N1)N(N=C2C2=C(C(=C(C=C2)OC)F)F)[C@@H](C)C2=NC1=CC=CC(=C1C(N2C=2C=NC=CC2)=O)Cl (S)-2-(1-(4-amino-3-(2,3-difluoro-4-methoxyphenyl)-1H-pyrazolo[3,4-d]pyrimidin-1-yl)ethyl)-5-chloro-3-(pyridin-3-yl)quinazolin-4(3H)-one